C(C)(C)(C)OC(=O)N1CC2N(CC1)C(C(C2)CC#C)=O 6-oxo-7-(prop-2-yn-1-yl)hexahydropyrrolo[1,2-a]pyrazine-2(1H)-carboxylic acid tert-butyl ester